BrC=1C(=C(OC2CCC(CC2)CCO)C=CC1)C 2-(4-(3-bromo-2-methylphenoxy)cyclohexyl)ethan-1-ol